fluoro-N-(4-fluorobenzyl)-N-hydroxy-4'-oxo-3',4'-dihydro-1'H-spiro[piperidine-4,2'-quinoline]-1-carboxamide FN1C2(CC(C3=CC=CC=C13)=O)CCN(CC2)C(=O)N(O)CC2=CC=C(C=C2)F